1-dodecyl-6-methylbenzimidazole C(CCCCCCCCCCC)N1C=NC2=C1C=C(C=C2)C